3-{3-[(4-methoxyphenyl)methyl]-2,4-dioxo-1,3-diazinan-1-yl}-1-benzofuran-6-carboxylic acid COC1=CC=C(C=C1)CN1C(N(CCC1=O)C1=COC2=C1C=CC(=C2)C(=O)O)=O